4-(6-amino-5-((2,3-dichlorophenyl)thio)pyrazin-2-yl)piperazine-1-carboxamide NC1=C(N=CC(=N1)N1CCN(CC1)C(=O)N)SC1=C(C(=CC=C1)Cl)Cl